C(#C)C1=CC=C(C=C1)C1=NC(=CC(=C1)C1=CC=C(C=C1)C)C1=CC=C(C=C1)C#C 2,6-bis(4-ethynylphenyl)-4-(4-methylphenyl)pyridine